CC1(OCC2=CC=CC(=C2C1)OC1=NC=C(C=N1)N1C(NC(C1=O)(C)C)=O)C 3-[2-(3,3-dimethylisochroman-5-yl)oxypyrimidin-5-yl]-5,5-dimethyl-imidazolidine-2,4-dione